S(N)(OCCCCCCCC)(=O)=O O-octyl sulfamate